ClC1=C2C(=NC(=N1)Cl)N(N=C2)C2=NC=CC=C2 4,6-dichloro-1-(2-pyridinyl)pyrazolo[3,4-d]pyrimidine